C1(CC2C(CC1)O2)CO (3,4-epoxycyclohexyl)methyl alcohol